ortho-allyl-phenol C(C=C)C1=C(C=CC=C1)O